tert-butyl ((1r,3r)-3-(4-(2-(4-((2-cyano-5-fluoropyridine-3-yl)oxy)phenyl)propan-2-yl)phenoxy)cyclobutyl)carbamate C(#N)C1=NC=C(C=C1OC1=CC=C(C=C1)C(C)(C)C1=CC=C(OC2CC(C2)NC(OC(C)(C)C)=O)C=C1)F